COC(NC12CC(C1)(C2)N2CCCCC2)=O methyl(3-(piperidin-1-yl)bicyclo[1.1.1]pentan-1-yl)carbamate